BrC=1C=CC(=C(C1)CN(C)C)OCC1CCOCC1 1-(5-bromo-2-((tetrahydro-2H-pyran-4-yl)methoxy)phenyl)-N,N-dimethylmethylamine